ClC=1C=C(C=C2C(=C(C=NC12)C#N)NCC(C)(C)C)N[C@H](C=1N=NN(C1)C1(CC1)C(F)(F)F)C1=C2C=C(N=CC2=CC=C1)C#N (S)-8-chloro-6-(((3-cyanoisoquinolin-5-yl)(1-(1-(trifluoromethyl)cyclopropyl)-1H-1,2,3-triazol-4-yl)methyl)amino)-4-(neopentylamino)quinoline-3-carbonitrile